3H-pyrazolo[4,3-f]quinolineboronic acid C1(=NNC=2C1=C1C=CC=NC1=CC2)B(O)O